NC1=CC=C2C(=N1)CC[C@H]2NC([C@H](C)NC(=O)C=2NC=C(C2)C2=CC=CC=C2)=O N-((S)-1-(((R)-2-amino-6,7-dihydro-5H-cyclopenta[b]pyridin-5-yl)amino)-1-oxopropan-2-yl)-4-phenyl-1H-pyrrole-2-carboxamide